Phenylboronic acid C1(=CC=CC=C1)B(O)O